1,15-Bis(4-pyridyl)-3,6,10,13-tetrathiapentadecan N1=CC=C(C=C1)CCSCCSCCCSCCSCCC1=CC=NC=C1